C(CCCCC)C(CCCCCC)OC(CCCCCC)CCCCCC 1-hexylheptyl ether